Trifluoropropyltris(dimethylsiloxy)silane FC(CC[Si](O[SiH](C)C)(O[SiH](C)C)O[SiH](C)C)(F)F